O[C@](CCC=1C(C(=C(C(C1C)=O)C)C)=O)(CCC=C(C)C)C (S)-2-(3-hydroxy-3,7-dimethyloct-6-en-1-yl)-3,5,6-trimethylcyclohexa-2,5-diene-1,4-dione